(S)-1-(4-(7-(2-methyl-[1,1'-biphenyl]-3-yl)imidazo[1,2-a]pyridin-3-yl)benzyl)azetidine-2-carboxylic acid CC1=C(C=CC=C1C1=CC=2N(C=C1)C(=CN2)C2=CC=C(CN1[C@@H](CC1)C(=O)O)C=C2)C2=CC=CC=C2